N,N,N-triethyl-2-hydrazine-2-oxyethyl-ammonium chloride [Cl-].C(C)[N+](CC)(CC)CCONN